6-bromo-3-(4-isoquinolinyl)-1-(2-trimethylsilylethoxymethyl)thieno[3,2-d]pyrimidine-2,4-dione BrC1=CC=2N(C(N(C(C2S1)=O)C1=CN=CC2=CC=CC=C12)=O)COCC[Si](C)(C)C